1-chloromethyl-1,3-dimethylpiperidinium ClC[N+]1(CC(CCC1)C)C